CO[C@@]1([C@@H]([C@H]([C@H](O)O[C@@H]1C(=O)O)O)O)O 4-methoxy-β-D-glucuronic acid